1'-{2-[4-(1-methanesulfonyleth-yl)phenoxy]ethyl}-2-oxo-1,2-dihydrospiro[indole-3,4'-piperidine]-5-carbonitrile CS(=O)(=O)C(C)C1=CC=C(OCCN2CCC3(CC2)C(NC2=CC=C(C=C23)C#N)=O)C=C1